6-amino-2-diethylphosphoryl-9-[[6-[2-(dimethylamino)ethylamino]-3-pyridyl]methyl]-7H-purin-8-one NC1=C2NC(N(C2=NC(=N1)P(=O)(CC)CC)CC=1C=NC(=CC1)NCCN(C)C)=O